ClC1=CNC2=C(C=CC(=C12)Cl)NS(=O)(=O)C1=CC=C(C=C1)S(=O)(=O)NCCCC(N1CCCC1)=O N1-(3,4-dichloro-1H-indol-7-yl)-N4-(4-oxo-4-(pyrrolidin-1-yl)butyl)benzene-1,4-disulfonamide